C(C)C(=CCC#N)CCCC 4-ethyloct-3-enenitrile